C1(CC1)C=1C=C(C#N)C=CC1B1OC(C(O1)(C)C)(C)C 3-cyclopropyl-4-(4,4,5,5-tetramethyl-1,3,2-dioxaborolan-2-yl)benzonitrile